methyl oleate methyl-succinate CC(C(=O)O)CC(=O)O.C(CCCCCCC\C=C/CCCCCCCC)(=O)OC